N[C@H](C(=O)NC1=CC2=CC=C(C=C2C=C1)Br)CC#C (S)-2-amino-N-(6-bromonaphthalen-2-yl)pent-4-ynamide